2-(benzyloxycarbonylamino)-2-(oxetan-3-yl)acetic acid C(C1=CC=CC=C1)OC(=O)NC(C(=O)O)C1COC1